2-(3-chloropyridin-2-yl)-1-(7-fluoro-5-(2-((1-methyl-1H-pyrazol-5-yl)amino)pyridin-4-yl)indolin-1-yl)ethan-1-one ClC=1C(=NC=CC1)CC(=O)N1CCC2=CC(=CC(=C12)F)C1=CC(=NC=C1)NC1=CC=NN1C